piperidin-4-yl dihydrogenphosphate hydrochloride Cl.P(=O)(O)(O)OC1CCNCC1